magnesium ascorbyl phosphate C([C@@H]([C@@H]1C(=C(C(=O)O1)O)O)O)O.[O-]P(=O)([O-])[O-].[O-]P(=O)([O-])[O-].[Mg+2].[Mg+2].[Mg+2]